3-bromo-4-((4-methoxybenzyl)oxy)benzoic acid BrC=1C=C(C(=O)O)C=CC1OCC1=CC=C(C=C1)OC